C(C1=CC=CC=C1)N1CC(C(CC1)=O)CC1=CNC2=CC=CC(=C12)OC 1-benzyl-3-((4-methoxy-1H-indol-3-yl)methyl)piperidin-4-one